(5-(hexahydropyrrolo[3,2-b]pyrrol-1(2H)-yl)pyridin-2-yl)-3-methylpiperidine-2,6-dione N1(C2C(CC1)NCC2)C=2C=CC(=NC2)N2C(C(CCC2=O)C)=O